2-(8-chloro-octyloxy)-tetrahydropyran ClCCCCCCCCOC1OCCCC1